CSC(CS(=P([O-])([O-])[O-])CC)[Si](C)(C)C MethylmercaptoTMS-Diethylthiophosphate